4-chloro-5-methyl-2-(1-methyl-1H-imidazol-2-yl)-6-(pyridin-4-yl)pyrrolo[2,1-f][1,2,4]triazine ClC1=NC(=NN2C1=C(C(=C2)C2=CC=NC=C2)C)C=2N(C=CN2)C